CC1=CC=C(C(=O)OC2=C(C(=CC(=C2)Br)/C=N/C(C(C)C)O)O)C=C1 (E)-5-bromo-2-hydroxy-3-((1-hydroxy-2-methylpropylimino)-methyl)phenyl 4-meth-ylbenzoate